C(C(=C)C)(=O)OCC/C(/C(=O)O)=C/C(=O)O mono-(2-methacryloxyethyl)maleic acid